ClC1=C2C[C@H](OC(C2=C(C(=C1)C(=O)N[C@H](C(=O)OC)CC1=CC=CC=C1)OC)=O)C methyl (2S)-2-[[(3R)-5-chloro-8-methoxy-3-methyl-1-oxo-3,4-dihydroisochromene-7-carbonyl] amino]-3-phenylpropionate